6-(4-cyanophenyl)-1-(2-morpholinylethyl)-2-oxo-1,2-dihydro-1,8-naphthyridine-3-carboxylic acid C(#N)C1=CC=C(C=C1)C=1C=C2C=C(C(N(C2=NC1)CCN1CCOCC1)=O)C(=O)O